tert-butyl 4-[2-[1-[4-[(2,6-dioxo-3-piperidyl)amino]-2-(trifluoromethyl)phenyl]-4-hydroxy-4-piperidyl]acetyl]piperazine-1-carboxylate O=C1NC(CCC1NC1=CC(=C(C=C1)N1CCC(CC1)(O)CC(=O)N1CCN(CC1)C(=O)OC(C)(C)C)C(F)(F)F)=O